1-(4-ethoxy-1-ethyl-1H-benzimidazol-6-yl)ethan-1-one C(C)OC1=CC(=CC=2N(C=NC21)CC)C(C)=O